FC1=C(C=CC=C1)[C@H](C(=O)N1CC2(CC2)C[C@H]1C(=O)N[C@@H](C[C@H]1C(NCC1)=O)C(COC(F)(F)F)=O)O (S)-5-((R)-2-(2-fluorophenyl)-2-hydroxyacetyl)-N-((S)-3-oxo-1-((S)-2-oxopyrrolidin-3-yl)-4-(trifluoromethoxy)butan-2-yl)-5-azaspiro[2.4]heptane-6-carboxamide